CN1N=NC(=C1C=1C=C2C(=NC1)C1=C(N2[C@@H](C2CCOCC2)C2=CC=CC=C2)C(=NN1C)C(C)(C)O)C (S)-2-(6-(1,4-dimethyl-1H-1,2,3-triazol-5-yl)-1-methyl-4-(phenyl-(tetrahydro-2H-pyran-4-yl)methyl)-1,4-dihydropyrazolo[3',4':4,5]pyrrolo[3,2-b]pyridin-3-yl)propan-2-ol